BUTYRate C(CCC)(=O)[O-]